2,4-difluoro-N-(6-((1-methylpiperidin-4-yl)methyl)pyridin-2-yl)benzamide FC1=C(C(=O)NC2=NC(=CC=C2)CC2CCN(CC2)C)C=CC(=C1)F